6-bromo-5-methoxyquinazolin-4-amine BrC=1C(=C2C(=NC=NC2=CC1)N)OC